C(C)(C)OC1=C(C=CC=C1)[C@H]1CN(CCN1)C1CCOCC1 (3S)-3-(2-isopropoxyphenyl)-1-(oxan-4-yl)piperazine